N-(4-Cyano-butyl)-2-ethylsulfanyl-4-methyl-6-morpholin-4-yl-pyridine-3-carboxylic acid amide C(#N)CCCCNC(=O)C=1C(=NC(=CC1C)N1CCOCC1)SCC